1-[6-[[6-(Trifluoromethyl)-3-pyridyl]methyl]-2-azaspiro[3.3]heptane-2-carbonyl]piperidine-3-carboxamide FC(C1=CC=C(C=N1)CC1CC2(CN(C2)C(=O)N2CC(CCC2)C(=O)N)C1)(F)F